NC1=CC=C(C=C1)NC(=O)[C@@H]1CN([C@H](O1)C(F)(F)F)C1=CC(=C(C=C1)C#N)C(F)(F)F (2R,5S)-N-(4-aminophenyl)-3-(4-cyano-3-(trifluoromethyl)phenyl)-2-(trifluoromethyl)oxazolidine-5-carboxamide